ClC1(CC1)C(CC1=C(C=CC=C1)Cl)(CN1N=CN=C1)O 2-(1-chloro-cyclopropyl)-1-(2-chlorophenyl)-3-(1,2,4-triazol-1-yl)propan-2-ol